NC[C@@H]1C[C@H](C1)N1N=C(C(=C1)C1=CC2=C(C=N1)CNN2C2CC(C2)O)C2CC2 3-(6-(1-(trans-3-(aminomethyl)cyclobutyl)-3-cyclopropyl-1H-pyrazol-4-yl)-2H-pyrazolo[4,3-c]pyridin-1-yl)cyclobutan-1-ol